The molecule is a glycosyloxyflavone that is kaempferol attached to an alpha-L-rhamnosyl residue at position 3 via a glycosidic linkage. It has a role as a plant metabolite, an antibacterial agent and an anti-inflammatory agent. It is a glycosyloxyflavone, a trihydroxyflavone and a monosaccharide derivative. It derives from a kaempferol. It is a conjugate acid of an afzelin(1-). C[C@H]1[C@@H]([C@H]([C@H]([C@@H](O1)OC2=C(OC3=CC(=CC(=C3C2=O)O)O)C4=CC=C(C=C4)O)O)O)O